quinolin-2-one N1C(C=CC2=CC=CC=C12)=O